C(CCCCCCCCCCC)(=O)OC1=C2C(=C(NC2=CC=C1)I)CCN(C)C 2-iodo-3-[2-(dimethylamino)ethyl]-1H-indol-4-yl dodecanoate